C(C)(=O)OCCC1[C@H]2CNC[C@@H]1C2 2-((1R,5S)-3-azabicyclo[3.1.1]hept-6-yl)ethyl acetate